FC1=C(CN2N=C(C=CC2=O)C=2C=NC(=NC2)N2CCCC2)C=CC(=C1)F 2-(2,4-difluorobenzyl)-6-(2-(pyrrolidin-1-yl)pyrimidin-5-yl)pyridazin-3(2H)-one